C(C)(C)OC1=CC=CC(=N1)C(C)=O 1-(6-isopropoxypyridin-2-yl)ethan-1-one